5H-PYRROLO[3,2-D]PYRIMIDIN N1=CN=CC2=C1C=CN2